C(CCC)NC=1C=C(C(=O)NCCOC)C=C(C1OC1=CC=CC=C1)S(=O)(=N)NCC1=CC(=CC=C1)Cl 3-(butylamino)-5-[[(3-chlorophenyl)methylamino]sulfonimidoyl]-N-(2-methoxyethyl)-4-phenoxy-benzamide